N1(CCCCC1)CCCOC=1C=C2C=CN(C2=CC1)S(=O)(=O)C1=CC=C(C(=O)O)C=C1 4-((5-(3-(Piperidin-1-yl)propoxy)-1H-indol-1-yl)sulfonyl)benzoic acid